ClC1=C(C=CC(=C1)C(F)(F)F)NC(CN1C=2N(C(C(=C1CC)N1CCNCC1)=O)N=C(N2)C=2CCOCCC2)=O N-[2-chloro-4-(trifluoromethyl)phenyl]-2-[5-ethyl-7-oxo-6-(piperazin-1-yl)-2-(2,3,6,7-tetrahydrooxepin-4-yl)-[1,2,4]triazolo[1,5-a]pyrimidin-4-yl]acetamide